N-(5-((6-((R)-3-(3-chloro-4-fluorophenyl)isoxazolidine-2-yl)pyrimidine-4-yl)amino)-2-(4-(dimethylamino)piperidine-1-yl)-4-methoxyphenyl)acrylamide ClC=1C=C(C=CC1F)[C@@H]1N(OCC1)C1=CC(=NC=N1)NC=1C(=CC(=C(C1)NC(C=C)=O)N1CCC(CC1)N(C)C)OC